C(C)(C)(C)OC(=O)N1CCN(CC1)C1=CN=C2N1C=CC(=C2)Br.BrC2=C(C(=CC(=C2)Br)Br)OCC(CBr)(C)Br 1,3,5-tribromo-2-(2,3-dibromo-2-methylpropyloxy)benzene tert-butyl-4-(7-bromoimidazo[1,2-a]pyridin-3-yl)piperazine-1-carboxylate